3-(4-chloro-5-fluorothieno[2,3-b]pyridin-2-yl)-3-hydroxy-2-methylpiperidine-1-carboxylic acid tert-butyl ester C(C)(C)(C)OC(=O)N1C(C(CCC1)(O)C1=CC=2C(=NC=C(C2Cl)F)S1)C